FC1(CCN(CC1)C(=O)OCC1=CC=CC=C1)CO Benzyl 4-fluoro-4-(hydroxymethyl)piperidine-1-carboxylate